3-[2-[(E,3R)-5-[3-(Benzenesulfonamido)phenyl]-3-hydroxypent-4-enoxy]-5-bromophenyl]propanoic acid C1(=CC=CC=C1)S(=O)(=O)NC=1C=C(C=CC1)/C=C/[C@@H](CCOC1=C(C=C(C=C1)Br)CCC(=O)O)O